(2R)-4-[8-(2,6-difluorophenyl)-5-methyl-3,4,7,9,12-pentazatricyclo[8.4.0.02,6]tetradeca-1(10),2(6),4,7,11,13-hexaen-13-yl]-2-(methoxymethyl)morpholine FC1=C(C(=CC=C1)F)C1=NC=2C(=NNC2C=2C=C(N=CC2N1)N1C[C@@H](OCC1)COC)C